FC1=CC=C(C=C1)[C@@H]([C@H]1[C@@H]2N(C(C=3N1N=CC(C3O)=O)=O)CCC2)C2=CC=C(C=C2)OC (9aR,10S)-10-((S)-(4-fluorophenyl)(4-methoxyphenyl)methyl)-4-hydroxy-8,9,9a,10-tetrahydro-7H-pyrrolo[1',2':4,5]pyrazino[1,2-b]pyridazine-3,5-dione